methyl 2,5-dihydroxybenzenesulfonate OC1=C(C=C(C=C1)O)S(=O)(=O)OC